[Cl-].[Cl-].C[Si](=[Zr+2](C1C=CC2=CC=CC=C12)C1C=CC2=CC=CC=C12)C rac-dimethylsilylenebis(indenyl)zirconium dichloride